2-(pyridin-4-yl)pyrimidin N1=CC=C(C=C1)C1=NC=CC=N1